di(isopropyl)methyl-(methoxy)silane C(C)(C)[Si](OC)(C)C(C)C